[Na].C(C)(C)(C)C1=C(C=CC(=C1)C(C)(C)C)O 2,4-di-tert-butylphenol sodium salt